ClCNC(C(C)(C)C)=O N-(chloromethyl)-2,2-dimethylpropionamide